ClC1=CC=2N(C=C1)N=CC2C2=NC(=CC=C2Cl)N2C[C@@H](N[C@@H](C2)C)C 5-chloro-3-(3-chloro-6-((3S,5R)-3,5-dimethylpiperazin-1-yl)pyridin-2-yl)pyrazolo[1,5-a]pyridine